NC1=NC2=CC(=CC=C2C=C1C(C)(F)F)CCC12C(C(C(C2C1)N1C=CC2=C1N=CN=C2N)O)O 1-(2-(2-Amino-3-(1,1-difluoroethyl)quinolin-7-yl)ethyl)-4-(4-amino-7H-pyrrolo[2,3-d]pyrimidin-7-yl)bicyclo[3.1.0]hexane-2,3-diol